COC1=C(C(=O)N)C=C(C=N1)NC(C(=O)N1[C@H](CC[C@@H](C1)C)C=1C=CC2=C(N=C(S2)[C@H]2[C@@H](CN(CC2)C)OC)C1)=O |&1:30,31| methoxy-5-(2-((2R,5S)-2-(2-(rac-(3S,4R)-3-methoxy-1-methylpiperidin-4-yl)benzo[d]thiazol-5-yl)-5-methylpiperidin-1-yl)-2-oxoacetamido)nicotinamide